(1s,4s)-4-((6-amino-3-bromo-2-methylbenzyl)amino)-N-(3-methoxy-4-methylphenyl)cyclohexanecarboxamide NC1=CC=C(C(=C1CNC1CCC(CC1)C(=O)NC1=CC(=C(C=C1)C)OC)C)Br